(6-chloro-9-cyclopropylmethyl-1-methyl-9H-pyrido[3,4-b]indol-8-yl)-pyridine-2-carbonitrile ClC=1C=C2C3=C(N(C2=C(C1)C=1C(=NC=CC1)C#N)CC1CC1)C(=NC=C3)C